4-(3-((2-((5-methyl-2-(1-methylpiperidin-4-yl)thiazol-4-yl)amino)-5-(trifluoromethyl)pyrimidin-4-yl)amino)propyl)-1,4-oxazepan-3-one CC1=C(N=C(S1)C1CCN(CC1)C)NC1=NC=C(C(=N1)NCCCN1C(COCCC1)=O)C(F)(F)F